tert-Butyl 3-(1-benzylpyridin-1-ium-3-yl)oxyazetidine-1-carboxylate C(C1=CC=CC=C1)[N+]1=CC(=CC=C1)OC1CN(C1)C(=O)OC(C)(C)C